Racemic-tert-butyl 3-[1-[1-(2,6-dioxo-3-piperidyl) indolin-4-yl]azetidin-3-yl]propanoate O=C1NC(CC[C@H]1N1CCC2=C(C=CC=C12)N1CC(C1)CCC(=O)OC(C)(C)C)=O |r|